ClCC(=C)CC(C)(C)C 2-(chloromethyl)-4,4-dimethyl-1-pentene